FC(C=1C=C(C=CC1)NC1CCC2=CC(=CC=C12)NC(C=C)=O)(F)F N-(1-((3-(trifluoro-methyl)-phenyl)amino)-2,3-dihydro-1H-inden-5-yl)acrylamide